2,5-dimethyl-2-isopropylperoxy-5-hydroperoxyhexane CC(C)(CCC(C)(OO)C)OOC(C)C